C(C)(C)(C)C1=NCCC2=CC=C(C=C12)NC1=NC=CC(=N1)C1=CC(=C(C=C1)CNC(=O)N1CC(C1)OC(C)C)C tert-butyl-7-((4-(4-((3-isopropoxyazetidine-1-carboxamido)methyl)-3-methylphenyl)pyrimidin-2-yl)amino)-3,4-dihydroisoquinoline